4-(7-(Tetrahydro-2H-pyran-4-yl)imidazo[1,2-b]pyridazin-3-yl)benzoic acid ethyl ester C(C)OC(C1=CC=C(C=C1)C1=CN=C2N1N=CC(=C2)C2CCOCC2)=O